2-carbamoyl-4-((2S,3R,4R,5S)-3-(2-ethoxy-3,4-difluorophenyl)-4,5-dimethyl-5-(trifluoromethyl)tetrahydrofuran-2-carboxamido)pyridine 1-oxide C(N)(=O)C1=[N+](C=CC(=C1)NC(=O)[C@H]1O[C@@]([C@@H]([C@@H]1C1=C(C(=C(C=C1)F)F)OCC)C)(C(F)(F)F)C)[O-]